O1CCCC12CCN(CC2)C(=O)O.N2=C1C(C(C=C2)=O)O1 epoxypyridone 1-oxa-8-azaspiro[4.5]decane-8-carboxylate